CC1=C(C(NC2=C(S1)C=CC(=C2)C(=O)NCC2=CN=C(S2)C(F)(F)F)=O)C 2,3-Dimethyl-4-oxo-N-((2-(trifluoromethyl)thiazol-5-yl)methyl)-4,5-dihydrobenzo[b][1,4]thiazepine-7-carboxamide